ClCCON=C(N)C1CC(C1)C1=CC=C(C=C1)Cl N'-(2-Chloroethyloxy)-3-(4-chlorophenyl)cyclobutanecarboxamidine